(Z)-3-((1H-indol-2-yl)methylene)-1-(((1r,4r)-4-aminocyclohexyl)methyl)-2-oxo-N-(prop-2-yn-1-yl)indole-6-carboxamide hydrochloride Cl.N1C(=CC2=CC=CC=C12)\C=C\1/C(N(C2=CC(=CC=C12)C(=O)NCC#C)CC1CCC(CC1)N)=O